tert-butyl 8-((5-(4-(((tert-butoxycarbonyl)amino)methyl)-4-methylpiperidin-1-yl)pyrazin-2-yl)thio)-2,3-dihydro-4H-benzo[b][1,4]oxazine-4-carboxylate C(C)(C)(C)OC(=O)NCC1(CCN(CC1)C=1N=CC(=NC1)SC1=CC=CC2=C1OCCN2C(=O)OC(C)(C)C)C